ClC1=C(C=C(C=C1NC1=NC=2N(C(=N1)NCC(F)F)N=CC2C#N)C#N)N2CCN(CC2)C(=O)OC(C)(C)C tert-butyl 4-(2-chloro-5-cyano-3-((8-cyano-4-((2,2-difluoroethyl)amino)pyrazolo[1,5-a][1,3,5]triazin-2-yl)amino)phenyl)piperazine-1-carboxylate